CC1(N(CC1)C(=O)N[C@H](C(=O)O)CCN(CCCCC1=NC=2NCCCC2C=C1)CCOC1=CC=CC=C1)C (2S)-2-[(2,2-dimethylazetidine-1-carbonyl)amino]-4-[2-phenoxyethyl-[4-(5,6,7,8-tetrahydro-1,8-naphthyridin-2-yl)butyl]amino]butanoic acid